3-methoxy-4-(prop-2-yn-1-ylamino)-N,N-bis({[2-(trimethylsilyl)ethoxy]methyl})benzenesulfonamide COC=1C=C(C=CC1NCC#C)S(=O)(=O)N(COCC[Si](C)(C)C)COCC[Si](C)(C)C